BrC=1C(=CC=C2C(=C(NC12)C(=O)OCC)CCCOC1=CC=CC2=CC(=CC=C12)F)Cl ethyl 7-bromo-6-chloro-3-(3-((6-fluoronaphthalen-1-yl)oxy)propyl)-1H-indole-2-carboxylate